(Z)-N'-ethyl-N'-(pyrimidin-2-yl)-4-(1,4,4,4-tetrafluoro-3-(3,4,5-trichlorophenyl)but-1-en-1-yl)-2-(trifluoromethyl)benzoyl-hydrazine C(C)N(NC(C1=C(C=C(C=C1)/C(=C/C(C(F)(F)F)C1=CC(=C(C(=C1)Cl)Cl)Cl)/F)C(F)(F)F)=O)C1=NC=CC=N1